FC1=C(C=CC(=C1)I)NC=1C=NC=CC1C(C)(C)O 2-(3-((2-fluoro-4-iodophenyl)amino)pyridin-4-yl)propan-2-ol